C(=O)[O-].C(C)[PH+](CC)CC triethyl-phosphonium formate